(3-amino-2,4,6-trimethyl-phenyl)-[ethoxy(phenyl)phosphoryl]methanone NC=1C(=C(C(=CC1C)C)C(=O)P(=O)(C1=CC=CC=C1)OCC)C